[N+](=O)([O-])C1=CC(=C(C=C1)N1CCN(CC1)C(=O)OC(C)(C)C)C(F)(F)F tert-butyl 4-[4-nitro-2-(trifluoromethyl)phenyl]piperazine-1-carboxylate